FC1=CC=C(C=C1)S(=O)(=O)C=1C=C(C=O)C=CC1 3-(p-fluorobenzenesulfonyl)benzaldehyde